5-aminolevulinic acid hydrochloride Cl.NCC(CCC(=O)O)=O